CCCCCCCCC/C=C\CCCCCCCC(=O)O[C@H](COC(=O)CCCCC/C=C\C/C=C\C/C=C\C/C=C\CCCCC)COP(=O)(O)OC[C@@H](C(=O)O)N 1-(7Z,10Z,13Z,16Z-docosatetraenoyl)-2-(9Z-nonadecenoyl)-glycero-3-phosphoserine